diisobutylhypophosphorous acid C(C(C)C)P(=O)(O)CC(C)C